COC(C[C@H](C#CC)C1=CC=C(C=C1)O[C@@H]1CCC2=C(C=CC(=C12)F)C=1C=NC(=CC1C)O[C@H]1COCC1)=O (S)-3-(4-(((R)-7-fluoro-4-(4-methyl-6-(((R)-tetrahydrofuran-3-yl)oxy)pyridin-3-yl)-2,3-dihydro-1H-inden-1-yl)oxy)phenyl)hex-4-ynoic acid methyl ester